C1CC12CCN(CC2)C=2C=C(C=CC2C=C(F)C=2C=C1C=CC=NC1=C(C2)N2CCC(CC2)(F)F)NS(=O)(=O)CC(=O)OCC ethyl 2-[(3-{6-azaspiro[2.5]octan-6-yl}-4-{2-[8-(4,4-difluoropiperidin-1-yl)quinolin-6-yl]-2-fluoroethenyl}phenyl)sulfamoyl]acetate